FC1=C(C=CC(=C1F)OC)C1=CN=C2N1C=CN=C2NC2=CC(=C(C=C2)S(=O)(=O)N2CCN(CC2)C(=O)[C@H]2N(C[C@@H](C2)O)C(=O)OC(C)(C)C)CC tert-butyl (2S,4R)-2-(4-((4-((3-(2,3-difluoro-4-methoxyphenyl) imidazo[1,2-a]pyrazin-8-yl)amino)-2-ethylphenyl) sulfonyl) piperazine-1-carbonyl)-4-hydroxypyrrolidine-1-carboxylate